(5-chloro-2-(1H-tetrazol-1-yl)phenyl)methylamine ClC=1C=CC(=C(C1)CN)N1N=NN=C1